CN([C@@H](C(C)C)C(=O)OC)C=1C2=C(N=C(N1)C1=NC=CC=C1)CCC2 methyl N-methyl-N-(2-(pyridin-2-yl)-6,7-dihydro-5H-cyclopenta[d]pyrimidin-4-yl)valinate